ClC=1C=NC(=C(C(=O)NCC2=C(C=CC=C2)F)C1)OC 5-chloro-N-(2-fluorobenzyl)-2-methoxynicotinamide